CC1(CCN2CCC1CC2)NC(N)=O 3-(4-methyl-1-azabicyclo[3.2.2]non-4-yl)urea